ClC1=CC=C(C(=N1)C(=O)O)NC(C)C1=C2N=C(C(=NC2=CC(=C1)C)C)N1CCC(CC1)(F)F 6-chloro-3-((1-(3-(4,4-difluoropiperidin-1-yl)-2,7-dimethylquinoxalin-5-yl)ethyl)amino)picolinic acid